C(CCCCC)N1C(CCC1=O)C(=O)O 1-hexyl-5-oxopyrrolidine-2-carboxylic acid